Ethyl 2-(dimethoxyphosphoryl)-2-fluoroacetate COP(=O)(OC)C(C(=O)OCC)F